ditertiary-butyl peroxide C(C)(C)(C)OOC(C)(C)C